N-(tert-Butoxycarbonyl)isoleucine C(C)(C)(C)OC(=O)N[C@@H]([C@@H](C)CC)C(=O)O